CNOCCCNCCOCCOCCNCC 3,10,13-trioxa-2,7,16-triazaoctadecan